CC1(C(NC2(C(OC1)CCCC2)C2=CC=CC=C2)=O)C 3,3-dimethyl-5a-phenyloctahydrobenzo[b][1,4]oxazepine-4(5H)-one